COC1=CC=C(C=C1)S(=O)(=O)C=1C=C2C=NN(C(C2=CC1)=O)CC=1C=NC(=CC1)OC (S)-6-(4-Methoxyphenylsulfonyl)-2-((6-methoxypyridin-3-yl)methyl)phthalazin-1(2H)-one